3-amino-N-[(3R)-7-[(3R)-3-aminopyrrolidin-1-yl]-3,4-dihydro-2H-1-benzopyran-3-yl]-6-methylthieno[2,3-b]pyridine-2-carboxamide NC1=C(SC2=NC(=CC=C21)C)C(=O)N[C@H]2COC1=C(C2)C=CC(=C1)N1C[C@@H](CC1)N